C1(CCCCCC1)[C@@H](C=1N=C2N(N=CC(=C2)CO)C1)NC(OCC1=CC=CC=C1)=O benzyl (S)-(cycloheptyl(7-(hydroxymethyl)imidazo[1,2-b]pyridazin-2-yl)methyl)carbamate